BrC1=C2CNC(C2=CC=C1)=O 4-bromo-2,3-dihydro-1H-isoindol-1-one